((2r,4s)-2,4-dimethylazetidin-1-yl)methanone C[C@H]1N([C@H](C1)C)C=O